N-(3-chloro-5-fluoro-4-iodopyridin-2-yl)-1-cyclopropylmethane-sulfonamide ClC=1C(=NC=C(C1I)F)NS(=O)(=O)CC1CC1